3-[(3-bromoanilino)methyl]piperidine-2,6-dione BrC=1C=C(NCC2C(NC(CC2)=O)=O)C=CC1